C(#N)C1=CC=C(C=C1)C(N1C[C@@H](N(C[C@H]1CO)C(=O)OC(C)(C)C)C)C1=CC=C(C=C1)F tert-butyl (2S,5S)-4-((4-cyanophenyl)(4-fluorophenyl)methyl)-5-(hydroxymethyl)-2-methylpiperazine-1-carboxylate